C(CCCC\C=C/C\C=C/C\C=C/CCCCC)(=O)OC methyl gamma-linolenate